2-fluoro-1-methylpyridinium p-toluenesulfonate CC1=CC=C(C=C1)S(=O)(=O)[O-].C[N+]1=CC=CC=C1F